C(C)(=O)C(C(=O)NN)(CCCC(=O)NN)C(C)=O diacetyladipic dihydrazide